2,12-di-tert-butyl-5,9-bis(4-(tert-butyl)phenyl)-7-methyl-5,9-dihydro-5,9-diaza-13b-bora-naphtho[3,2,1-de]anthracene C(C)(C)(C)C=1C=CC=2N(C=3C=C(C=C4N(C=5C=CC(=CC5B(C34)C2C1)C(C)(C)C)C1=CC=C(C=C1)C(C)(C)C)C)C1=CC=C(C=C1)C(C)(C)C